5-((tert-Butoxycarbonyl)amino)-2-methylpyridine-3-carboxylic acid ethyl ester C(C)OC(=O)C=1C(=NC=C(C1)NC(=O)OC(C)(C)C)C